tert-butyl 4-[2-ethyl-7-({8-fluoro-2-methylimidazo[1,2-a]pyridin-6-yl}carbamoyl)indazol-4-yl]piperazine-1-carboxylate C(C)N1N=C2C(=CC=C(C2=C1)N1CCN(CC1)C(=O)OC(C)(C)C)C(NC=1C=C(C=2N(C1)C=C(N2)C)F)=O